6-(octyloxy)-N-(6-(octyloxy)-6-((1,1,3,3-tetramethyl-3-octyldisiloxaneyl)oxy)hexyl)-N-(prop-2-yn-1-yl)-6-((1,1,3,3-tetramethyl-3-octyldisiloxaneyl)oxy)hexan-1-amine C(CCCCCCC)OC(CCCCCN(CC#C)CCCCCC(O[Si](O[Si](CCCCCCCC)(C)C)(C)C)OCCCCCCCC)O[Si](O[Si](CCCCCCCC)(C)C)(C)C